1-((2S,3S,4S,5R)-3,4,5-tris(benzyloxy)tetrahydro-2H-pyran-2-yl)propan-2-ol tert-butyl-2-[2-[tert-butyl(dimethyl)silyl]oxy-1-methyl-ethoxy]acetate C(C)(C)(C)C(C(=O)OC(C[C@@H]1OC[C@H]([C@@H]([C@H]1OCC1=CC=CC=C1)OCC1=CC=CC=C1)OCC1=CC=CC=C1)C)OC(CO[Si](C)(C)C(C)(C)C)C